C(C)(C)N(P(O[C@@H]1[C@H](O[C@H]([C@@]1(C)F)N1C2=NC=NC(=C2N=C1)NC(C1=CC=CC=C1)=O)COC(C1=CC=CC=C1)(C1=CC=C(C=C1)OC)C1=CC=C(C=C1)OC)OCCC#N)C(C)C (2R,3R,4S,5R)-5-(6-benzamido-9H-purin-9-yl)-2-((bis(4-methoxyphenyl)(phenyl)methoxy)methyl)-4-fluoro-4-methyltetrahydrofuran-3-yl (2-cyanoethyl) diisopropylphosphoramidite